BrC=1C=C(C=2N(C1)N=CC2C#N)C2=CC=C(C=C2)NC(OC(C)(C)C)=O tert-butyl (4-(6-bromo-3-cyanopyrazolo[1,5-a]pyridin-4-yl)phenyl)carbamate